4-[2-(4-amino-piperidin-1-yl)-5-(6-dimethylamino-pyridin-3-yl)-1-methyl-6-oxo-1,6-dihydro-pyrimidin-4-yl]-2-fluoro-benzonitrile NC1CCN(CC1)C=1N(C(C(=C(N1)C1=CC(=C(C#N)C=C1)F)C=1C=NC(=CC1)N(C)C)=O)C